P(=O)(OC[N+]1=C(C(=CC=C1)C1=CC(=NO1)CC1=CC=C(C=C1)CN1N=C2C=CC=CC2=C1)N)(O)[O-] (3-(3-(4-((2H-indazol-2-yl)methyl)benzyl)isoxazol-5-yl)-2-aminopyridin-1-ium-1-yl)methyl hydrogen phosphate